N-(5-fluoro-2-methoxy-6-(trifluoromethyl)pyridin-3-yl)-6-methoxy-6-(trifluoromethyl)-4,5,6,7-tetrahydro-1H-indole-3-sulfonamide FC=1C=C(C(=NC1C(F)(F)F)OC)NS(=O)(=O)C1=CNC=2CC(CCC12)(C(F)(F)F)OC